FC1=CC=C(C=N1)C=1C(=C(C#N)C=CC1)N1CCC(CC1)C1=NN=CN1C 3-(6-Fluoropyridin-3-yl)-2-[4-(4-methyl-4H-1,2,4-triazol-3-yl)piperidin-1-yl]benzonitrile